BrC=1C=CC=C2C(=CN(C12)C)S(=O)(=O)N1CCN(CC1)C(=O)OC(C)(C)C tert-butyl 4-((7-bromo-1-methyl-1H-indol-3-yl)sulfonyl)piperazine-1-carboxylate